6-(2-fluoro-3-hydroxyphenyl)-8-(2-fluorobenzyl)-2-(furan-2-ylmethyl)imidazo[1,2-a]pyrazin-3(7H)-one FC1=C(C=CC=C1O)C=1NC(=C2N(C1)C(C(=N2)CC=2OC=CC2)=O)CC2=C(C=CC=C2)F